FC1=CC(=C(C=C1N)NC1=NC=2N(C(=N1)C1=CN(C3=CC=CC=C13)C)N=CC2)OC 2-(4-fluoro-2-methoxy-5-aminophenylamino)-4-(1-methylindol-3-yl)pyrazolo[1,5-a][1,3,5]Triazine